C(C1=CC=CC=C1)OC([C@H](CCC(=O)NC=1C(=NC=C(C1)[N+](=O)[O-])NC)NC(=O)OC(C)(C)C)=O.BrC1=C(C=CC=C1)CC=O 2-bromobenzeneEthanone Benzyl-(2S)-2-(tert-butoxycarbonylamino)-5-[[2-(methylamino)-5-nitro-3-pyridyl]amino]-5-oxo-pentanoate